C(CCC)C(CCCC)CCCCCCCCCCC 5-Butylhexadecane